ClC1=NC=C(C(=C1)C1=C(C=NC(=C1)C)C(=O)NC=1SC=2N=CN=C(C2N1)OCC#N)OC 2'-chloro-N-[7-(cyanomethoxy)-[1,3]thiazolo[5,4-d]pyrimidin-2-yl]-5'-methoxy-6-methyl-[4,4'-bipyridine]-3-carboxamide